NC1=C(C=CC=C1)NC(=O)N1C=CC2=C1N=CN=C2N(C)[C@H]2CN(CC[C@H]2C)C(CC#N)=O N-(2-aminophenyl)-4-(((3R,4R)-1-(2-cyanoacetyl)-4-methylpiperidin-3-yl)(methyl)amino)-7H-pyrrolo[2,3-d]pyrimidine-7-carboxamide